[Fe].[Mn].[Co].ClC1=C(C(=CC=C1)N1CCN(CC1)C(C)C)NC(=O)N1C[C@@](CC1)(OC1=CC=C(C=C1)C(F)(F)F)C (3R)-N-[2-chloro-6-(4-isopropylpiperazin-1-yl)phenyl]-3-methyl-3-[4-(trifluoromethyl)phenoxy]pyrrolidine-1-carboxamide cobalt manganese iron